3-(5-Chloro-2-hydroxy-4-methylphenyl)-N-(cyclopropylmethyl)-4-fluoro-N-methylbenzamide ClC=1C(=CC(=C(C1)C=1C=C(C(=O)N(C)CC2CC2)C=CC1F)O)C